C(C)(C)(C)OC(=O)N1[C@H]2CN(C[C@@H]1CC2)C2=NC(=NC1=C(C(=C(C=C21)Cl)C2=CC=CC=1SC(=C(C12)C#N)NC(=O)OC(C)(C)C)F)F (1r,5s)-3-(7-(2-((tert-butoxycarbonyl)amino)-3-cyanobenzo[b]Thiophen-4-yl)-6-chloro-2,8-difluoroquinazolin-4-yl)-3,8-diazabicyclo[3.2.1]Octane-8-carboxylic acid tert-butyl ester